CC=1C(=CC=C2N=CC(=NC12)C=1C=NN(C1)CC1CCNCC1)OC=1C=CC2=C(NC(=N2)C)C1 8-Methyl-7-((2-methyl-1H-benzo[d]imidazol-6-yl)oxy)-2-(1-(piperidin-4-ylmethyl)-1H-pyrazol-4-yl)quinoxaline